ClC=1C=C(C=C(C1)C(F)(F)F)C=1C=CC=C2C(=C(C=NC12)NC(=O)[C@H]1CCOC2=CC=CC=C12)N(C)C (4S)-N-[8-[3-chloro-5-(trifluoromethyl)phenyl]-4-(dimethylamino)-3-quinolinyl]chroman-4-carboxamide